2-Fluoro-N-[4-[3-(4-hydroxyphenyl)prop-2-enoyl]phenyl]benzenesulfonamide FC1=C(C=CC=C1)S(=O)(=O)NC1=CC=C(C=C1)C(C=CC1=CC=C(C=C1)O)=O